C(C)(C)(C)OC(=O)N1C(C(CC1)=NO)COC1CCC(CC1)C1=C(C=CC=C1)OCC1=CC=CC=C1 3-(hydroxyimino)-2-({[(1s,4s)-4-[2-(phenylmethoxy)phenyl]cyclohexyl]oxy}methyl)pyrrolidine-1-carboxylic acid tert-butyl ester